2-Fluoro-3-methyl-5-(5-(4-(methylsulfonyl)piperazin-1-yl)-2H-pyrazolo[3,4-c]pyridine-2-yl)phenol FC1=C(C=C(C=C1C)N1N=C2C=NC(=CC2=C1)N1CCN(CC1)S(=O)(=O)C)O